(R)-N-((R)-1-(3,6-dimethyl-2-(4-(methylsulfonyl)phenyl)-4-oxo-3,4-dihydroquinazolin-8-yl)ethyl)-2-methylpropane-2-sulfinamide CN1C(=NC2=C(C=C(C=C2C1=O)C)[C@@H](C)N[S@](=O)C(C)(C)C)C1=CC=C(C=C1)S(=O)(=O)C